C(C)(C)(C)NS(=O)(=O)C=1C=C(C=CC1)NC(=O)C1=NC=C(N=C1N1CCC2(CC2)CC1)NC(CO[Si](C(C)(C)C)(C)C)(CO[Si](C(C)(C)C)(C)C)C N-(3-(N-(tert-butyl)sulfamoyl)phenyl)-5-((2,2,3,3,6,9,9,10,10-nonamethyl-4,8-dioxa-3,9-disilaundecan-6-yl)amino)-3-(6-azaspiro[2.5]octan-6-yl)pyrazine-2-carboxamide